2-(4-{2-[(R)-2-(trifluoromethyl)-1-azetidinyl]-5-methoxy-6-(trifluoromethyl)-4-pyrimidinyl}-1-pyrazolyl)-1-(1-piperazinyl)-1-ethanone FC([C@@H]1N(CC1)C1=NC(=C(C(=N1)C=1C=NN(C1)CC(=O)N1CCNCC1)OC)C(F)(F)F)(F)F